4-({4-[2-(2,6-dioxopiperidin-3-yl)-1-oxo-3H-isoindol-4-yl]but-3-yn-1-yl}carbamoyl)-2-methylphenylboronic acid O=C1NC(CCC1N1C(C2=CC=CC(=C2C1)C#CCCNC(=O)C1=CC(=C(C=C1)B(O)O)C)=O)=O